N1(CCCCC1)C1CCN(CC1)C(=O)C1=CC(=C(C=C1)NC1=NC=C(C(=N1)C=1C=NN(C1)C(C)C)Cl)OC [1,4'-bipiperidin]-1'-yl(4-((5-chloro-4-(1-isopropyl-1H-pyrazol-4-yl)pyrimidin-2-yl)amino)-3-methoxyphenyl)methanone